6-chloro-3-(ethylthio)pyridin ClC1=CC=C(C=N1)SCC